N-trifluoromethylsulfonyl-trifluoroacetamide FC(S(=O)(=O)NC(C(F)(F)F)=O)(F)F